[Li].[Ca].[Al] aluminum-calcium-lithium